1H-pyrazole-5-acetamide N1N=CC=C1CC(=O)N